3-methoxy-N-(5-(4-(piperidin-1-yl)phenoxy)thiazol-2-yl)cyclobutanecarboxamide COC1CC(C1)C(=O)NC=1SC(=CN1)OC1=CC=C(C=C1)N1CCCCC1